(R)-4-(7-(3-aminopiperidine-1-yl)-3-(4-cyclohexylphenyl)-3H-imidazo[4,5-b]pyridine-2-yl)-2-fluorobenzonitrile N[C@H]1CN(CCC1)C1=C2C(=NC=C1)N(C(=N2)C2=CC(=C(C#N)C=C2)F)C2=CC=C(C=C2)C2CCCCC2